CC1=CC=C(C=C1)S(=O)(=O)OCCCCCCCCCCCC dodecyl 4-methylbenzenesulfonate